6-amino-2-methyl-1,3-benzoxazole NC1=CC2=C(N=C(O2)C)C=C1